(1R,2R)-2-(5-(3-((2-((S)-3-carboxybutanoyl)-6-methoxybenzo[b]thiophen-5-yl)oxy)propoxy)-6-methoxyisoindoline-2-carbonyl)cyclobutane-1-carboxylic acid C(=O)(O)[C@H](CC(=O)C1=CC2=C(S1)C=C(C(=C2)OCCCOC=2C=C1CN(CC1=CC2OC)C(=O)[C@H]2[C@@H](CC2)C(=O)O)OC)C